CN1C(CN(CC1)C(CN1N=CC(=C1)NC(CCOC1=CC=CC=C1)=O)=O)C1=CC=C(C=C1)C N-(1-(2-(4-methyl-3-(p-tolyl)piperazin-1-yl)-2-oxoethyl)-1H-pyrazol-4-yl)-3-phenoxypropanamide